Br\C(=C/1\C(=COC2=C1C=CC=C2)CS(=O)(=O)C2=CC=CC=C2)\C2=CC=C(C=C2)C(F)(F)F (E)-4-(bromo(4-(trifluoromethyl)phenyl)methylene)-3-((phenylsulfonyl)methyl)benzopyran